N1(CCNCC1)C(=O)N piperazine-1-carboxylic Acid Amide